1,2-dimethyl-N-(2-methyl-1-(p-tolyl)propan-2-yl)-1H-pyrrolo[2,3-b]pyridine-5-carboxamide CN1C(=CC=2C1=NC=C(C2)C(=O)NC(CC2=CC=C(C=C2)C)(C)C)C